N-(5-(3-(1-methyl-1H-1,2,4-triazol-3-yl)phenyl)-8-(methylamino)-2,7-naphthyridin-3-yl)cyclopropanecarboxamide CN1N=C(N=C1)C=1C=C(C=CC1)C1=C2C=C(N=CC2=C(N=C1)NC)NC(=O)C1CC1